ClC1=CC=C2C(C(=CN(C2=N1)C1=C(C=C(C=C1F)F)F)C(=O)NC(C)C(C(F)(F)F)(F)F)=O 7-chloro-4-oxo-N-[3,3,4,4,4-pentafluorobut-2-yl]-1-(2,4,6-trifluorophenyl)-1,4-dihydro-1,8-naphthyridine-3-carboxamide